BrC=1C=C(C=CC1)C1CN(CCN1)C(=O)OCC1=CC=CC=C1 Benzyl 3-(3-bromophenyl)piperazine-1-carboxylate